5-(2-cyanophenoxy)-1-tert-butyloxycarbonyl-1H-indole C(#N)C1=C(OC=2C=C3C=CN(C3=CC2)C(=O)OC(C)(C)C)C=CC=C1